N1(CCCCC1)C(\C=C\C=C\C1=CC(=C(C(=C1)O)O)O)=O (2E,4E)-1-(piperidin-1-yl)-5-(3,4,5-trihydroxyphenyl)penta-2,4-dien-1-one